C1(CC1)C1=NC(=C2N1C=CN(C2=O)CC(=O)N2CC(C2)(C)F)C=2C=NC(=C(C2)Cl)Cl 3-cyclopropyl-1-(5,6-dichloropyridin-3-yl)-7-(2-(3-fluoro-3-methylazetidin-1-yl)-2-oxoethyl)imidazo[1,5-a]pyrazin-8(7H)-one